Racemic-tert-butyl 1-(3-(3-(difluoromethyl)-4-fluorophenyl)-1-methylureido)-8,9-difluoro-6-oxo-1,2,5,6-tetrahydrobenzo[c][1,7]naphthyridine-3(4H)-carboxylate FC(C=1C=C(C=CC1F)NC(N(C)[C@@H]1C=2C3=C(C(NC2CN(C1)C(=O)OC(C)(C)C)=O)C=C(C(=C3)F)F)=O)F |r|